(2S,4S)-N2-(3-chloro-4-fluorophenyl)-N4-(isoxazol-3-yl)-N2-methyl-1-(6-methyl-4-(trifluoromethyl)pyridin-2-yl)pyrrolidine-2,4-dicarboxamide ClC=1C=C(C=CC1F)N(C(=O)[C@H]1N(C[C@H](C1)C(=O)NC1=NOC=C1)C1=NC(=CC(=C1)C(F)(F)F)C)C